(R)-4-(N-methylacetamido)-3-(4-methylphenyl)-N-((R)-1-(6-(trifluoromethyl)pyridin-3-yl)ethyl)-4,5-dihydro-1H-pyrazol-1-carboxamide CN(C(C)=O)[C@H]1C(=NN(C1)C(=O)N[C@H](C)C=1C=NC(=CC1)C(F)(F)F)C1=CC=C(C=C1)C